ClC1=CC(=C(C=C1)N1N=NC(=C1CN1N=CC(=CC1=O)C=1C=NN(C1)C1CC1)C)F 2-((3-(4-chloro-2-fluoro-phenyl)-5-methyl-triazol-4-yl)methyl)-5-(1-cyclopropylpyrazol-4-yl)pyridazin-3-one